4-(4-aminothiophene-2-yl)pyrimidin NC=1C=C(SC1)C1=NC=NC=C1